(S)-2-(4-fluorobenzyloxy)-3-phenylpropionic acid FC1=CC=C(CO[C@H](C(=O)O)CC2=CC=CC=C2)C=C1